O1C(CCC=C1)COC1=CC=CC(=N1)S(=O)(=O)NC(=O)C=1C(=NC=CC1)N1C(CC(C1)C)(C)C N-[[6-(3,4-Dihydro-2H-pyran-2-ylmethoxy)-2-pyridyl]sulfonyl]-2-(2,2,4-trimethylpyrrolidin-1-yl)pyridin-3-carboxamid